[K].CN(S(=O)(=O)NC(NC1=C2CCCC2=CC=2CCCC12)=O)[C@@H]1CN(CC1)C 3-((S)-N-Methyl-N-(1-methylpyrrolidin-3-yl)sulfamoyl)-1-(1,2,3,5,6,7-hexahydro-s-indacen-4-yl)urea, potassium salt